FC(F)(F)N1C=CC2=CC(=CC=C12)C=O (trifluoromethyl)-1H-indole-5-carbaldehyde